ClC=1C(=CC2=C([C@@H]([C@](O2)(C2=CC=CC=C2)CNC)COC)C1C1=C(C(=O)N)C=CC(=C1F)OC)F 2-((2s,3r,4r)-5-chloro-6-fluoro-3-(methoxymethyl)-2-((methylamino)methyl)-2-phenyl-2,3-dihydrobenzofuran-4-yl)-3-fluoro-4-methoxybenzamide